C(CC(=O)C)(=O)O.C(CCC)O[Ga](CC)CC butoxydiethyl-gallium acetoacetate